C(=O)(O)C1=CC(=CC(=[N+]1[O-])C1=CC=C(C=C1)F)C#N 6-carboxy-4-cyano-2-(4-fluorophenyl)pyridine 1-oxide